Benzyl ((R)-2-amino-4-phenylbutanoyl)-L-alaninate N[C@@H](C(=O)N[C@@H](C)C(=O)OCC1=CC=CC=C1)CCC1=CC=CC=C1